BrC=1C(=NC(=NC1)Cl)NC=1C(=C2C=C(C(=NC2=CC1)C)F)N(S(=O)(=O)C)C N-(6-((5-bromo-2-chloropyrimidin-4-yl)amino)-3-fluoro-2-methylquinolin-5-yl)-N-methylmethanesulfonamide